2-amino-2-(2,7-naphthyridin-4-yl)acetamide NC(C(=O)N)C1=CN=CC2=CN=CC=C12